FC=1C=C(CC2=NC=CC(=C2)N2N=C(C(=N2)C(=O)N)C)C=C(C1)C(F)(F)F 2-(2-(3-Fluoro-5-(trifluoromethyl)benzyl)pyridin-4-yl)-5-methyl-2H-1,2,3-triazol-4-carboxamid